1-(8-isobutyl-7-methoxy-1-(thiophen-3-yl)-1,4-dihydrochromeno[4,3-c]pyrazole-3-carbonyl)-2,2-dimethylpiperidin-4-one C(C(C)C)C1=CC2=C(C=C1OC)OCC1=C2N(N=C1C(=O)N1C(CC(CC1)=O)(C)C)C1=CSC=C1